thiobis(ethane-1-thiol) S(CCS)CCS